1-({5-[5-(difluoromethyl)-1,3,4-oxadiazol-2-yl]-1,3-thiazol-2-yl}methyl)-1,2,3,4-tetrahydro-1,6-naphthyridin-2-one FC(C1=NN=C(O1)C1=CN=C(S1)CN1C(CCC2=CN=CC=C12)=O)F